N1(CCCCCC1)C=1N=C(C2=C(C=NNC2=O)N1)NC1=CC(=CC(=C1)OC)OC 2-(azepan-1-yl)-4-((3,5-dimethoxyphenyl)amino)pyrimido[4,5-d]pyridazin-5(6H)-one